(R)-2-methyl-1-(propan-2-yl-1,1,1,3,3,3-d6)piperazine HCl salt Cl.C[C@H]1N(CCNC1)C(C([2H])([2H])[2H])C([2H])([2H])[2H]